ClC=1C=CC(=C(C=O)C1)OCCC 5-chloro-2-(n-propoxy)benzaldehyde